C1(=CC=CC=C1)C1=C(C(=NN=N1)C1=C(C(=CC=2C3=CC=CC=C3CC12)C)C)C=1[Se]C2=C(C1C1=C(C=CC=C1)C1=CC=CC=C1)C=CC=C2 Phenyl[(biphenylyl)benzoselenophenyl](dimethylfluorenyl)triazine